F[C@]1(CN(CC[C@H]1O)C1=NC=CC(=N1)NC=1N=CC2=C(C=CC(=C2C1)C(C)C)C1CC(C1)CS(=O)(=O)C)C (3S,4R)-3-fluoro-1-(4-((5-isopropyl-8-((1r,3S)-3-((methylsulfonyl)methyl)cyclobutyl)isoquinolin-3-yl)amino)pyrimidin-2-yl)-3-methylpiperidin-4-ol